2-((2R,6s)-4-(2-(4-(3-(6-cyano-5-(trifluoromethyl)pyridin-3-yl)-5,5-dimethyl-4-oxo-2-thioxoimidazolidin-1-yl)-2-cyclobutylphenoxy)ethyl)-2,6-dimethylpiperazin-1-yl)acetic acid C(#N)C1=C(C=C(C=N1)N1C(N(C(C1=O)(C)C)C1=CC(=C(OCCN2C[C@H](N([C@H](C2)C)CC(=O)O)C)C=C1)C1CCC1)=S)C(F)(F)F